(5S)-N-[4-methoxy-7-(4-methoxycyclohex-1-en-1-yl)-[1,3]thiazolo[4,5-c]pyridin-2-yl]-7-oxa-2-azaspiro[4.5]decane-2-carboxamide COC1=NC=C(C2=C1N=C(S2)NC(=O)N2C[C@]1(CC2)COCCC1)C1=CCC(CC1)OC